ClC1=CC2=C(C=N1)C(=NN2C2=CC=CC(=N2)C2(CN(C2)C(=O)OC(C)(C)C)F)C tert-butyl 3-(6-(6-chloro-3-methyl-1H-pyrazolo[4,3-c]pyridin-1-yl) pyridin-2-yl)-3-fluoroazetidine-1-carboxylate